tert-butyl (1-{2-cyclopropyl-6-[(3-{3-[(4-methyl-4H-1,2,4-triazol-3-yl)methyl]oxetan-3-yl}phenyl)carbamoyl]pyridin-3-yl}-5,8,11-trioxa-2-azatridecan-13-yl)carbamate C1(CC1)C1=NC(=CC=C1CNCCOCCOCCOCCNC(OC(C)(C)C)=O)C(NC1=CC(=CC=C1)C1(COC1)CC1=NN=CN1C)=O